ClC1=C(C(=O)NC=2C=C3C=C(N(C3=CC2)CCCOC)C(=O)NC2=C(C=CC=C2)F)C=C(C=C1)CNC(C(C)C)=O 5-(2-chloro-5-(isobutyrylaminomethyl)benzoylamino)-N-(2-fluorophenyl)-1-(3-methoxypropyl)-1H-indole-2-carboxamide